C(C)SC(=C(C(\C=C\C1=CC=CC=C1)=O)C1=CC=C(C=C1)Cl)SCC (E)-1,1-bis(ethylsulfanyl)-2-(4-chlorophenyl)-5-phenylpentan-1,4-dien-3-one